8-(5-chloro-2,3-difluoro-phenyl)-N-(2,3-dihydro-1,4-benzoxazin-4-yl)-7-fluoro-4-(3-fluoroazetidin-1-yl)quinoline ClC=1C=C(C(=C(C1)C=1C(=CC=C2C(=CCN(C12)N1CCOC2=C1C=CC=C2)N2CC(C2)F)F)F)F